1-(2-(4-Chloro-3-(2,4-dioxotetrahydropyrimidin-1(2H)-yl)phenoxy)acetyl)piperidine ClC1=C(C=C(OCC(=O)N2CCCCC2)C=C1)N1C(NC(CC1)=O)=O